C(CC)OC(CCCOP1(OC[C@@H]2[C@@H](O1)C[C@@H](O2)N2C(NC(C(=C2)F)=O)=O)=O)OCCC 1-((4AR,6R,7aS)-2-(4,4-dipropoxybutoxy)-2-oxo-tetrahydro-4H-furo[3,2-d][1,3,2]dioxaphosphorin-6-yl)-5-fluoropyrimidine-2,4(1H,3H)-dione